BrC1=CC2=C(N=C(N=C2NC(C)C2=C(C(=CC=C2)C(F)F)F)C)N(C1=O)C 6-bromo-4-((1-(3-(difluoromethyl)-2-fluorophenyl)ethyl)amino)-2,8-dimethylpyrido[2,3-d]pyrimidin-7(8H)-one